(2R)-2-bromo-N-{1-[(2,4-difluorophenyl)methyl]imidazol-4-yl}propanamide Br[C@@H](C(=O)NC=1N=CN(C1)CC1=C(C=C(C=C1)F)F)C